FC(C[C@@H](CC)N1N=CC(=C1)C=1C=2N(C=C(N1)C=1C=NN(C1)C[C@H](CO)O)N=CC2)(F)F (R)-3-(4-(4-(1-((R)-1,1,1-trifluoropentan-3-yl)-1H-pyrazol-4-yl)pyrazolo[1,5-a]pyrazin-6-yl)-1H-pyrazol-1-yl)propane-1,2-diol